4-((3-(3-bromo-4-fluorophenyl)-5-ethyl-1H-pyrazol-4-yl)methyl)-N,N-bis(4-methoxybenzyl)benzenesulfonamide BrC=1C=C(C=CC1F)C1=NNC(=C1CC1=CC=C(C=C1)S(=O)(=O)N(CC1=CC=C(C=C1)OC)CC1=CC=C(C=C1)OC)CC